Tri-ChloroSilane Cl[SiH](Cl)Cl